C1=CCC1.[Cl] chlorine cyclobutene